(7S,8aR)-7-[[4-(methylamino)-2-methylsulfanyl-pyrimidin-5-yl]methylamino]-1,5,6,7,8,8a-hexahydrooxazolo[3,4-a]pyridin-3-one CNC1=NC(=NC=C1CN[C@@H]1C[C@H]2N(CC1)C(OC2)=O)SC